(4-(1-cyclobutyl-4-(trifluoromethyl)-1H-imidazol-2-yl)phenyl)methanol C1(CCC1)N1C(=NC(=C1)C(F)(F)F)C1=CC=C(C=C1)CO